5-bromo-2-((1,4-dimethylpiperidin-4-yl)methyl)benzo[d]thiazole BrC=1C=CC2=C(N=C(S2)CC2(CCN(CC2)C)C)C1